ClC1=CC(=C(C=C1OC)C1CCN(CC1)C1=CC=CC=2N(C(N(C21)C)=O)C2C(NC(CC2)=O)=O)F 3-(4-(4-(4-Chloro-2-fluoro-5-methoxyphenyl)piperidin-1-yl)-3-methyl-2-oxo-2,3-dihydro-1H-benzo[d]imidazol-1-yl)piperidine-2,6-dione